tertbutyl 6-fluoro-3-(2-(3-(hydroxymethyl)phenoxy)ethyl)-2-oxo-3,4-dihydroquinazoline-1(2H)-carboxylate FC=1C=C2CN(C(N(C2=CC1)C(=O)OC(C)(C)C)=O)CCOC1=CC(=CC=C1)CO